CO[C@@H]1C[C@H](C1)C1=CC2=C(N=C(N=C2)C2=CC=3C(N=C2)=NN(C3)C)S1 trans-3-methoxy-1-(2-(2-methyl-2H-pyrazolo[3,4-b]pyridin-5-yl)thieno[2,3-d]pyrimidin-6-yl)cyclobutan